2-(2,7-Diethyl-4-oxo-pyrazolo[3,4-d]pyridazin-5-yl)-N-(5-fluoropyrimidin-2-yl)acetamide C(C)N1N=C2C(=NN(C(C2=C1)=O)CC(=O)NC1=NC=C(C=N1)F)CC